N-(1-(2,6-dioxopiperidin-3-yl)-3-methyl-2-oxo-2,3-dihydro-1H-benzo[d]imidazol-4-yl)-8-(piperidin-1-yl)octanamide ethyl-3-((benzyloxy)methyl)-1,2,4-thiadiazole-5-carboxylate C(C)OC(=O)C1=NC(=NS1)COCC1=CC=CC=C1.O=C1NC(CCC1N1C(N(C2=C1C=CC=C2NC(CCCCCCCN2CCCCC2)=O)C)=O)=O